NC1=CC=C(C=N1)N1CCC(CC1)(O)CN1CCN(CC1)C 1-(6-aminopyridin-3-yl)-4-((4-methylpiperazin-1-yl)methyl)piperidin-4-ol